3-(((2-(4-(2-hydroxyethyl)piperazin-1-yl)ethyl)amino)methylene)benzo[h]quinoline OCCN1CCN(CC1)CCNC=C1CN=C2C3=C(C=CC2=C1)C=CC=C3